(4-((2S)-2-((tetrahydro-2H-pyran-2-yl)oxy)propoxy)butyl)carbamic acid tert-butyl ester C(C)(C)(C)OC(NCCCCOC[C@H](C)OC1OCCCC1)=O